C(C)(C)(C)P(C1=C(C2=CC=CC=C2C=C1)C1=CC=CC2=CC=CC=C12)C(C)(C)C 2-ditertbutylphosphino-1,1'-binaphthyl